4-(cyclopropylamino)-2-(((S)-2,3,4,5-tetrahydro-3-propoxybenzo[b][1,4]oxazepin-7-yl)amino)pyrimidine-5-carboxamide C1(CC1)NC1=NC(=NC=C1C(=O)N)NC1=CC2=C(OC[C@H](CN2)OCCC)C=C1